CC1=C(OCC(=O)N[C@H]([C@H](C[C@H](CC2=CC=CC=C2)NC([C@](C(C)C)(N2C(NCCC2)=O)C)=O)O)CC2=CC=CC=C2)C(=CC=C1)C (S)-N-((2S,4S,5S)-5-(2-(2,6-dimethylphenoxy)acetamido)-4-hydroxy-1,6-diphenylhexane-2-yl)-2,3-dimethyl-2-(2-oxotetrahydropyrimidin-1(2H)-yl)butanamide